BrC=1C=C(C=C(C1)OC1=C(C(=C(C(=C1)[2H])[2H])[2H])[2H])N1C=2C=C(C(=C(C2C=2C(=C(C(=C(C12)[2H])[2H])[2H])[2H])[2H])[2H])[2H] 9-(3-bromo-5-(phenoxy-2,3,4,5-d4)phenyl)-9H-carbazole-1,2,3,4,5,6,7-d7